CCCCC(CCCCCCCCCC(CCCC)O)O nonadecane-5,15-diol